[C@@H]1([C@@H](O)[C@H](O)[C@H](O)[C@@H](O1)C)O[C@H]1[C@H](OCCCNC(C(F)(F)F)=O)O[C@@H]([C@@H]([C@@H]1O[C@@H]1[C@@H]([C@@H](O)[C@H](O)[C@H](O1)CO)NC(C)=O)O)CO 3-trifluoroacetamidopropyl 2-O-(α-L-fucopyranosyl)-3-O-(2-acetamido-2-deoxy-α-D-glucopyranosyl)-β-D-galactopyranoside